FC(CO)(F)C=1C=C(C=C(C1)F)\C(\C)=N\S(=O)(=O)C(C)(C)C (R)-N-[(1E)-1-[3-(1,1-difluoro-2-hydroxyethyl)-5-fluorophenyl]ethylidene]-2-methylpropane-2-sulfonamide